C(C)N(CC(=O)NC1=C(C=CC(=C1)C)C)CC 2-(diethylamino)-N-(2,5-dimethylphenyl)acetamide